N-(3-(2-(dimethylamino)-8,9-dihydroimidazo[1',2':1,6]pyrido[2,3-d]pyrimidin-6-yl)-4-methylphenyl)-4-(trifluoromethyl)pyridineamide CN(C=1N=CC2=C(N1)N1C(C(=C2)C=2C=C(C=CC2C)NC(=O)C2=NC=CC(=C2)C(F)(F)F)=NCC1)C